3-CHLORO-2-HYDROXY-5-FORMYLPYRIDINE ClC=1C(=NC=C(C1)C=O)O